3-fluoro-5-formyl-4-hydroxy-N-(2-(3-(pyrrolidin-1-yl)phenyl)cyclopropyl)benzamide FC=1C=C(C(=O)NC2C(C2)C2=CC(=CC=C2)N2CCCC2)C=C(C1O)C=O